6-oxopyridazine-3-carboxamide O=C1C=CC(=NN1)C(=O)N